NC1=NC(=NC(=C1Cl)Cl)Cl 4-Amino-2,5,6-trichloropyrimidine